BrCC=1C=C(N(N1)CC(F)F)C(=O)O 5-(bromomethyl)-2-(2,2-difluoroethyl)pyrazole-3-carboxylic acid